tert-butyl (2S)-2-(1-methyl sulfonyl oxy ethyl)morpholine-4-carboxylate CS(=O)(=O)OC(C)[C@@H]1CN(CCO1)C(=O)OC(C)(C)C